4-[1-[[6-[3-(6-methyl-2-pyridyl)-1H-pyrazol-4-yl]-1,5-naphthyridin-3-yl]methyl]azetidin-3-yl]morpholine CC1=CC=CC(=N1)C1=NNC=C1C=1N=C2C=C(C=NC2=CC1)CN1CC(C1)N1CCOCC1